2-(((4-ethylphenyl)amino)(3-fluorophenyl)methyl)cyclohexane-1-one C(C)C1=CC=C(C=C1)NC(C1C(CCCC1)=O)C1=CC(=CC=C1)F